thiobis[3-(3,5-di-t-butyl-4-hydroxyphenyl) propionate] S(C(C(=O)[O-])CC1=CC(=C(C(=C1)C(C)(C)C)O)C(C)(C)C)C(C(=O)[O-])CC1=CC(=C(C(=C1)C(C)(C)C)O)C(C)(C)C